3-(5-((4-((5-chloro-4-(5-(cyclopropylmethyl)-1-methyl-1H-pyrazol-4-yl)pyrimidin-2-yl)amino)piperidin-1-yl)methyl)-1-oxoisoindolin-2-yl)piperidine-2,6-dione ClC=1C(=NC(=NC1)NC1CCN(CC1)CC=1C=C2CN(C(C2=CC1)=O)C1C(NC(CC1)=O)=O)C=1C=NN(C1CC1CC1)C